C(N)(=O)[C@@H]1C[C@]2(CN1C(=O)OC(C)(C)C)OC1=C(CNC2=O)C=CC=C1 t-butyl (2R,5'S)-5'-carbamoyl-3-oxo-4,5-dihydro-3H-spiro[benzo[f][1,4]oxazepine-2,3'-pyrrolidine]-1'-carboxylate